CC1(OB(OC1(C)C)C1=CC=C(C=C1)C1N(CCC1)C(=O)OC(C)(C)C)C tert-butyl 2-[4-(4,4,5,5-tetramethyl-1,3,2-dioxaborolan-2-yl)phenyl]pyrrolidine-1-carboxylate